[3-(3-methoxyphenoxy)azetidine-1-carbonyl]-6-methyl-N-(1-methylcyclopropyl)furo[2,3-d]pyrimidin-4-amine COC=1C=C(OC2CN(C2)C(=O)C=2N=C(C3=C(N2)OC(=C3)C)NC3(CC3)C)C=CC1